N1=C(C=CC=C1)NC1=NC=C(C=N1)C(=O)O (pyridine-2-ylamino)pyrimidine-5-carboxylic acid